ClC=1C=C(C=NC1N1N=CC=N1)NC(=O)C=1C=NN(C1C(F)(F)F)C1=C(C=C(C=C1)F)C N-(5-Chloro-6-(2H-1,2,3-triazol-2-yl)pyridin-3-yl)-1-(4-fluoro-2-methylphenyl)-5-(trifluoromethyl)-1H-pyrazole-4-carboxamide